[OH-].[Cr+3].[OH-].[OH-] chromium(III) hydroxide